Kalium-Lithium hydrid [H-].[Li+].[K+].[H-]